[Cl-].C(C1=CC=CC=C1)[NH2+]CCCC benzyl-butyl-ammonium chloride